cis-5-(3-(3-Bromo-5-(pentafluoro-λ6-sulfanyl)phenyl)-2,2-dichlorocyclopropane-1-carboxamido)-2-chloro-N-(2,4-difluorophenyl)benzamide BrC=1C=C(C=C(C1)S(F)(F)(F)(F)F)[C@H]1C([C@H]1C(=O)NC=1C=CC(=C(C(=O)NC2=C(C=C(C=C2)F)F)C1)Cl)(Cl)Cl